lithio 5-[4-(2-fluoro-6-methoxyphenyl)-6-methylpyridine-3-amido]-1,3,4-thiadiazole-2-carboxylate FC1=C(C(=CC=C1)OC)C1=C(C=NC(=C1)C)C(=O)NC1=NN=C(S1)C(=O)O[Li]